ClC=1C=C2C(C(NC2=C(C1)Cl)=O)=O 5,7-dichloroisatin